N-tert.-Butyl-4-[[2-[2-(difluoromethoxy)phenyl]acetyl]amino]pyridin C(C)(C)(C)N1CC=C(C=C1)NC(CC1=C(C=CC=C1)OC(F)F)=O